N,N-Dimethylcyclohexyl-amin CN(C)C1CCCCC1